C(C)C1=C(C=C(C(=C1C)OC(C)(C)C)CC)O 2,5-diethyl-3-methyl-4-tert-butoxy-phenol